OC1=C(C=C(C=C1)C1(CC(CCC1)C)C1=CC(=C(C=C1)O)C)C 1,1-bis(4-hydroxy-3-methylphenyl)-3-methylcyclohexane